(2S,4R)-4-Hydroxy-N-[(1S)-1-(2-amino-2-oxo-ethyl)prop-2-ynyl]-1-[1-[4-(trifluoro-methoxy)phenyl]cyclopropanecarbonyl]pyrrolidine-2-carboxamide O[C@@H]1C[C@H](N(C1)C(=O)C1(CC1)C1=CC=C(C=C1)OC(F)(F)F)C(=O)N[C@H](C#C)CC(=O)N